N=1C=C(N2N=CC=CC21)C=O imidazo[1,2-b]pyridazine-3-carbaldehyde